C(CCC)OC(C(=O)O)CC=O Butoxy-4-oxobutanoic acid